3-(dimethylamino)propane-1,2-diol CN(CC(CO)O)C